C12C(C3CC(CC(C1)C3)C2)C(=O)OC 2-methyl adamantane-2-carboxylate